4-(2-((3-fluoro-5-methylbenzyl)amino)ethyl)-2,5-dimethoxybenzoic acid FC=1C=C(CNCCC2=CC(=C(C(=O)O)C=C2OC)OC)C=C(C1)C